CC1=CC2=C(C3=CC=CC=C3C(=C2C=C1)C(C)C)C(C)C 2-methyl-9,10-diisopropyl-anthracene